O[C@@H]([C@@H](C(=O)N[C@@H](CC(C)C)B1OC[C@H](SCC(O1)=O)C)NC(C1=NC(=CC=C1)C1=CC=CC=C1)=O)C N-((2S,3R)-3-hydroxy-1-(((R)-3-methyl-1-((R)-7-methyl-4-oxo-1,3,6,2-dioxathiaborocan-2-yl)butyl)amino)-1-oxobutan-2-yl)-6-phenylpicolinamide